C[C@@]12C(CC[C@H]1[C@@H]1CC=C3CC(CC[C@]3(C)[C@H]1CC2)=O)=O 5-Androstendione